1,3-dideoxy-1-[(R)-sulfinyl]-β-D-glucopyranose S(=O)=C1[C@H](O)C[C@H](O)[C@H](O1)CO